tert-Butyl (S)-3-((4-((4-((2-oxabicyclo[2.1.1]hexan-1-yl)methoxy)-2,3-difluorophenyl)amino)pyrido[3,2-d]pyrimidin-6-yl)oxy)pyrrolidine-1-carboxylate C12(OCC(C1)C2)COC2=C(C(=C(C=C2)NC=2C1=C(N=CN2)C=CC(=N1)O[C@@H]1CN(CC1)C(=O)OC(C)(C)C)F)F